FC(S(=O)(=O)OC1=CCSC2=CC(=CC=C12)C(=O)OC)(F)F methyl 4-(((trifluoromethyl)sulfonyl)oxy)-2H-thiochromene-7-carboxylate